FC(C)(F)C=1C=C(C=C(C1)C)O 3-(1,1-difluoroethyl)-5-methylphenol